OC1=CC=C2C=CC(OC2=C1)=O 7-hydroxy-2-oxo-2H-chromene